C1(=CC=CC=C1)C(C(=O)N)(CC)C1=CC=CC=C1 2,2-diphenylbutanamide